N-[4-(difluoromethoxy)-2,5-difluorophenyl]-5-(4-methyl-1,3-thiazol-2-yl)-1H-pyrrole-3-sulfonamide FC(OC1=CC(=C(C=C1F)NS(=O)(=O)C1=CNC(=C1)C=1SC=C(N1)C)F)F